3-(1-hydroxy-1,2-dihydronaphthalen-2-yl)-2-oxo-3-(1H-pyrrol-1-yl)indoline-1-carboxylic acid tert-butyl ester C(C)(C)(C)OC(=O)N1C(C(C2=CC=CC=C12)(N1C=CC=C1)C1C(C2=CC=CC=C2C=C1)O)=O